(S)-2-(3-bromo-5-fluorophenyl)-5-(trifluoromethyl)-2,3-dihydrobenzofuran BrC=1C=C(C=C(C1)F)[C@H]1OC2=C(C1)C=C(C=C2)C(F)(F)F